1-((3R)-4-(5-Chloro-7-fluoro-6-(3-hydroxy-1-naphthalenyl)-2,1-benzothiazol-3-yl)-3-(difluoromethyl)-1-piperazinyl)-2-propen-1-one ClC=1C(=C(C=2C(=C(SN2)N2[C@H](CN(CC2)C(C=C)=O)C(F)F)C1)F)C1=CC(=CC2=CC=CC=C12)O